OC1=NOC2=C(C=C1)C=CC(=C2O)CN2CCC(CC2)C=2C=NC=CC2 3,9-dihydroxy-8-((4-(pyridin-3-yl)piperidin-1-yl)methyl)benzo[5,6]oxazepin